3-[(3R)-3-amino-8-cyano-5-fluoro-3,4-dihydro-2H-1-benzopyran-7-yl]-3,8-diazabicyclo[3.2.1]octane-8-carboxylic acid tert-butyl ester C(C)(C)(C)OC(=O)N1C2CN(CC1CC2)C2=C(C1=C(C[C@H](CO1)N)C(=C2)F)C#N